(S)-8-chloro-6-(((6-chloro-2-methylpyridin-3-yl)(1-(1-(difluoromethyl)cyclopropyl)-1H-1,2,3-triazol-4-yl)methyl)amino)-4-(neopentylamino)quinoline-3-carbonitrile ClC=1C=C(C=C2C(=C(C=NC12)C#N)NCC(C)(C)C)N[C@H](C=1N=NN(C1)C1(CC1)C(F)F)C=1C(=NC(=CC1)Cl)C